N(=C=O)CCCCCCN=C=O 1,6-diisocyanatohex-ane